3-(2-acetoxyl ethyl)-1,1-dimethyl-2-methylene-2,3-dihydro-1H-benzo[e]indole-7-sulfonate O(C(=O)C)CCN1C(C(C=2C3=C(C=CC12)C=C(C=C3)S(=O)(=O)[O-])(C)C)=C